(R)-2-Cyclopropyl-1-tosylaziridine C1(CC1)C1[N@@](C1)S(=O)(=O)C1=CC=C(C)C=C1